ClC=1C=CC2=C(C=C(O2)C(=O)O)C1 5-chlorobenzofuran-2-carboxylic acid